Ethyl 2-[2-[2-(4-aminoindol-1-yl)ethoxy]ethoxy]acetate NC1=C2C=CN(C2=CC=C1)CCOCCOCC(=O)OCC